O1C=CC=2C(=NC=CC21)C2=CC=C(C(=O)NCCCOC)C=C2 4-(furo[3,2-c]pyridin-4-yl)-N-(3-methoxypropyl)benzamide